tert-butyl (S)-(4-(4-(3-(5-(((1-acetylpiperidin-4-yl)amino)methyl)picolinamido)-2-chlorophenyl)-3-chloropyridin-2-yl)-2-methoxybenzyl)((5-oxopyrrolidin-2-yl)methyl)carbamate C(C)(=O)N1CCC(CC1)NCC=1C=CC(=NC1)C(=O)NC=1C(=C(C=CC1)C1=C(C(=NC=C1)C1=CC(=C(CN(C(OC(C)(C)C)=O)C[C@H]2NC(CC2)=O)C=C1)OC)Cl)Cl